(6-chloro-1-methyl-1H-pyrrolo[2,3-b]pyridin-4-yl)methanol ClC1=CC(=C2C(=N1)N(C=C2)C)CO